ClC=1C=C(C=CC1C)NC(=O)NCCCCCCCCSC1=C2CN(C(C2=CC=C1)=O)C1C(NC(CC1)=O)=O 1-(3-chloro-4-methylphenyl)-3-(8-((2-(2,6-dioxopiperidin-3-yl)-1-oxoisoindolin-4-yl)thio)octyl)urea